(5-methylpyridin-2-yl)ethan-1-amine CC=1C=CC(=NC1)C(C)N